C(C)C=1C=NN2C1N=C(C=C2NCC=2C=CC(=NC2)O)C2=CC=CC=C2 5-[[(3-ethyl-5-phenyl-pyrazolo[1,5-a]pyrimidin-7-yl)amino]methyl]pyridin-2-ol